CN1N=CC(=C1C1=CC=2N(C=C1)N=C(C2)C2(CC2)C(=O)N)OC[C@@H]2NC[C@@H]2C (5-(1-methyl-4-(((2R,3S)-3-methylazetidin-2-yl)methoxy)-1H-pyrazol-5-yl)pyrazolo[1,5-a]pyridin-2-yl)cyclopropanecarboxamide